O1C(OCC1)C1CN(CC1)C=1C=CC(=C(C1)N1C(NC(CC1)=O)=O)F 1-(5-(3-(1,3-dioxolan-2-yl)pyrrolidin-1-yl)-2-fluorophenyl)dihydropyrimidin-2,4(1H,3H)-dione